C(=O)(O)CN(CC(=O)O)CCNCCNCCN(CC(=O)O)CC(=O)O 3,12-Bis(carboxymethyl)-3,6,9,12-tetraazatetradecanedioic acid